2,2-bis(4-hydroxyphenyl)propane dipropargylate C(C#C)(=O)O.C(C#C)(=O)O.OC1=CC=C(C=C1)C(C)(C)C1=CC=C(C=C1)O